8-(6-tert-butyl-5-fluoropyridin-3-yl)-3-methyl-6-oxo-2H,3H,4H,6H-pyrimido[2,1-b][1,3]thiazine-7-carbonitrile C(C)(C)(C)C1=C(C=C(C=N1)C=1N=C2SCC(CN2C(C1C#N)=O)C)F